2-amino-6-borono-2-(3-(4-(N-(3,4-dichlorobenzyl)octanamido)piperidin-1-yl)propyl)hexanoic acid NC(C(=O)O)(CCCCB(O)O)CCCN1CCC(CC1)N(C(CCCCCCC)=O)CC1=CC(=C(C=C1)Cl)Cl